4-(4-cyclopropyl-1H-imidazol-1-yl)-5-(trifluoromethyl)pyridine C1(CC1)C=1N=CN(C1)C1=CC=NC=C1C(F)(F)F